tert-butyl (2R,3S,4S)-4-[(tert-butoxycarbonyl)oxy]-2-[(4-methoxyphenyl)methyl]-3-{[2-(pyridin-4-yl)acetyl]oxy}pyrrolidine-1-carboxylate C(C)(C)(C)OC(=O)O[C@@H]1[C@H]([C@H](N(C1)C(=O)OC(C)(C)C)CC1=CC=C(C=C1)OC)OC(CC1=CC=NC=C1)=O